NC=1C2=C(N=CN1)N(C=C2C2=CC=C(C=C2)OC2=CC=CC=C2)C2CCC(CC2)(NC)CC(=O)NC 2-(4-(4-Amino-5-(4-phenoxyphenyl)-7H-pyrrolo[2,3-d]pyrimidin-7-yl)-1-(methylamino)cyclohexyl)-N-methylacetamide